ethyl 2-hydroxy-2-(5H-imidazo[1,5-b]isoindol-5-yl)acetate OC(C(=O)OCC)C1N2C(C=3C=CC=CC13)=CN=C2